CC1=CC(=NO1)CN1CNC2=NC=C(C=C21)C2=CC=CC=C2 1-[(5-methylisoxazol-3-yl)methyl]-6-phenyl-3H-imidazo[4,5-b]Pyridine